ClC=1C=C(O[C@@H]2CN(CC2)C2CCN(CC2)C(=O)OC(C)(C)C)C=CC1C(N(C)C)=O (S)-tert-butyl 4-(3-(3-chloro-4-(dimethylcarbamoyl) phenoxy)pyrrolidin-1-yl)piperidine-1-carboxylate